C(C)[Si](OCC)(OCC)CC diethyldiEthoxysilane